[Si](C)(C)(C(C)(C)C)O[C@@H](CS=C(C)O)C.NC1=C(OC2=CC=C(C=C2)C2(S(=O)(=O)CCC2)C2=CC=C(C=C2)OC2=C(C=CC=C2)N)C=CC=C1 bis{4-(aminophenoxy)phenyl}sulfolane (R)-S-(2-((tert-Butyldimethylsilyl)oxy)propyl)ethanethioate